ClC=1C=C(C=C2CCN[C@@H](C12)C)F (R)-8-chloro-6-fluoro-1-methyl-1,2,3,4-tetrahydroisoquinoline